7-{6-[(3,3-dimethyl-2,3-dihydro-1-benzofuran-4-yl)oxy]-3-pyridinyl}-5,7-diazaspiro[3.4]octane-6,8-dione CC1(COC2=C1C(=CC=C2)OC2=CC=C(C=N2)N2C(NC1(CCC1)C2=O)=O)C